3-{4-ethanesulfonamido-3-[1-(4-fluorophenyl)cyclopropoxy]phenyl}-5-[(pyrazin-2-yl)amino]-1H-pyrazole-4-carboxamide C(C)S(=O)(=O)NC1=C(C=C(C=C1)C1=NNC(=C1C(=O)N)NC1=NC=CN=C1)OC1(CC1)C1=CC=C(C=C1)F